2-(3-((5-((2-(2,6-dioxopiperidin-3-yl)-1,3-dioxoisoindolin-4-yl)amino)pentyl)oxy)phenyl)-N-(5-methyl-4-(1-(4-methylnicotinoyl)indolin-5-yl)thiazol-2-yl)acetamide O=C1NC(CCC1N1C(C2=CC=CC(=C2C1=O)NCCCCCOC=1C=C(C=CC1)CC(=O)NC=1SC(=C(N1)C=1C=C2CCN(C2=CC1)C(C1=CN=CC=C1C)=O)C)=O)=O